3,5-dibromo-4-hydroxyacetophenone CC(=O)C1=CC(=C(C(=C1)Br)O)Br